CC(COC(CCC1=CC(=C(C(=C1)C)O)C(C)(C)C)=O)(C)C1OCC2(CO1)COC(OC2)C(COC(CCC2=CC(=C(C(=C2)C)O)C(C)(C)C)=O)(C)C 3,9-bis{1,1-dimethyl-2-[β-(3-t-butyl-4-hydroxy-5-methylphenyl)propionyloxy]ethyl}-2,4,8,10-tetraoxaspiro[5.5]undecane